CC1([C@@H](O)[C@H](O)[C@H](O1)CO)N[C@@H](CCCCN)C(=O)O (1-deoxyfructosyl)-L-lysine